C(C)C=1C[13C@@H]2CC([C@@H]2C1)(O)C[N+](=O)[O-] (1R,5S)-3-ethyl-6-(nitromethyl)bicyclo[3.2.0]Hept-3-en-6-ol-13C